CSC[C@@H](N)C(=O)O (S)-S-methyl-cysteine